C(#N)C1=CC(=NC=C1)OCC1C2CN(C(C1)C2)C(=O)O 5-(((4-cyanopyridin-2-yl)oxy)methyl)-2-azabicyclo[2.2.1]Heptane-2-carboxylic acid